Br.Br.C(C)OC=1C(=CC=2N(C1)N=C(C2)C)N 6-ethoxy-2-methylpyrazolo[1,5-a]pyridin-5-amine 2HBr